1-((1-acryloylazetidin-3-yl)methyl)-6-(6-amino-4-methylpyridin-2-yl)-7-chloro-4-(2-isopropyl-4-methylpyridin-3-yl)-1,4-dihydropyrido[2,3-b]pyrazine-2,3-dione C(C=C)(=O)N1CC(C1)CN1C2=C(N(C(C1=O)=O)C=1C(=NC=CC1C)C(C)C)N=C(C(=C2)Cl)C2=NC(=CC(=C2)C)N